C(C)C=1C(NC=2C=C(C=NC2C1)CN1CCN(CC1)C1=CC=CC(=N1)C(=O)NCC(C)O)=O 6-(4-((7-Ethyl-6-oxo-5,6-dihydro-1,5-naphthyridin-3-yl)methyl)piperazin-1-yl)-N-(2-Hydroxypropyl)pyridineamide